C1(CC1)C=1C(=NC=C(C1)NC(C(=O)N1[C@H](CN([C@@H](C1)C)C(C(C)(C)C)=O)C1=CC=C(C=C1)F)=O)NC(OC(C)(C)C)=O tert-butyl (3-cyclopropyl-5-(2-((2S,5R)-2-(4-fluorophenyl)-5-methyl-4-pivaloylpiperazin-1-yl)-2-oxoacetamido)pyridin-2-yl)carbamate